C(C)(C)(C)OC(=O)N1[C@H](CN([C@@H](C1)C)C(/C(=N/O)/N)C1=CC=C(C=C1)F)C (2s,5r)-4-((Z)-2-amino-1-(4-fluorophenyl)-2-(hydroxyimino)ethyl)-2,5-dimethylpiperazine-1-carboxylic acid tert-butyl ester